O=C1CN(C2(CCC2)C1)C(=O)OC(C)(C)C tert-butyl 7-oxo-5-azaspiro[3.4]octane-5-carboxylate